C(C)(C)(C)OC(N(C)CC(CCO)(C)C)=O (4-hydroxy-2,2-dimethylbutyl)(methyl)carbamic acid tert-butyl ester